2-isobutyl-2-methoxymethyl-1,3-dimethoxycyclohexane C(C(C)C)C1(C(CCCC1OC)OC)COC